4-(4-Methylpiperazin-1-yl)-N-(4-(1-(trifluoromethyl)cyclopropyl)but-2-yn-1-yl)-1H-benzo[d]imidazole-1-carboxamide CN1CCN(CC1)C1=CC=CC=2N(C=NC21)C(=O)NCC#CCC2(CC2)C(F)(F)F